NC1=NC=CC(=N1)C1=C(C=2C(NCCC2N1)=O)NC1=C(C(=CC=C1)F)SC 2-(2-aminopyrimidin-4-yl)-3-[[3-fluoro-2-(methylsulfanyl)phenyl]amino]-1h,5h,6h,7h-pyrrolo[3,2-c]pyridin-4-one